2-trans-amino alcohol NO